7H-pyrrolo[2,3-d]pyrimidin-5-carboxylic acid N1=CN=CC2=C1NC=C2C(=O)O